CN1C2=CC=CC=C2C=2C=CC(=CC12)N1CCNCC1 9-methyl-2-(piperazin-1-yl)-9H-carbazole